dicumylphenoxy acetate C(C)(=O)OOC1=C(C(=CC=C1)C(C)(C)C1=CC=CC=C1)C(C)(C)C1=CC=CC=C1